ClC1=CC(=NC(=C1C(=O)O)N1[C@@H](COCC1)C)Cl (R)-4,6-dichloro-2-(3-methylmorpholino)nicotinic acid